2'-methoxyethoxy-5-methyl-uridine butyl-acetate (amyl-acetate) C(CCCC)CC(=O)O.C(CCC)CC(=O)O.COCCO[C@@]1([C@@H](O[C@@H]([C@H]1O)CO)N1C(=O)NC(=O)C(=C1)C)O